CC1CCC2=CC=C(C=C12)C(CC=O)C 3-(3-methyl-2,3-dihydro-1H-inden-5-yl)butanal